ClC1=CC(=C(C(=C1)F)NC=1N(C2=NC(=NC=C2N1)N[C@@H]1CC(CC1)(F)F)C1CCC(CC1)C(=O)N)F (1S,4s)-4-(8-(4-chloro-2,6-difluorophenylamino)-2-((R)-3,3-difluorocyclopentylamino)-9H-purin-9-yl)cyclohexanecarboxamide